C1(CCCCC1)CN1C(=NC2=C1C=C(C=C2)C)C2=CC=C(C=C2)C(C(=O)N)C2=CC=C(C=C2)S(=O)(=O)CC (4-(1-(cyclohexylmethyl)-6-methyl-1H-benzo[d]imidazol-2-yl)phenyl)-2-(4-(ethylsulfonyl)phenyl)acetamide